C(C)(C)OC(=O)[C@@H]1C[C@H](CCC1)OC=1C(=NC(=NC1)C=1C=NN(C1CBr)C)CC (1S,3S)-3-((2-(5-(bromomethyl)-1-methyl-1H-pyrazol-4-yl)-4-ethylpyrimidin-5-yl)oxy)cyclohexane-1-carboxylic acid isopropyl ester